(E)-4-ethoxy-2-oxobut-3-enoic acid ethyl ester C(C)OC(C(\C=C\OCC)=O)=O